(4-(4-(aminomethyl)-1-carbonyl-1,2-dihydro-phthalazin-6-yl)-1-methyl-1H-pyrazol-5-yl)-6-cyclopropoxy-4-(3-(difluoromethylene)cyclobutyl)-3-fluorobenzonitrile NCC1=NNC(C2=CC=C(C=C12)C=1C=NN(C1C1=C(C#N)C(=CC(=C1F)C1CC(C1)=C(F)F)OC1CC1)C)=C=O